2-((4-(2-(4-Chloro-2-fluorophenyl)-4,4-difluorochroman-8-yl)piperidin-1-yl)methyl)-1-(((S)-oxetan-2-yl)methyl)-1H-benzo[d]imidazole-6-carboxylic acid ClC1=CC(=C(C=C1)C1OC2=C(C=CC=C2C(C1)(F)F)C1CCN(CC1)CC1=NC2=C(N1C[C@H]1OCC1)C=C(C=C2)C(=O)O)F